FC=1C=CC=2C3CC[C@@]4(/C(/C[C@H](C4C3CCC2C1)CCC(=O)NC=1N=NC(=CC1)C)=N/O)C 3-((13S,15R,E)-3-fluoro-17-(hydroxyimino)-13-methyl-7,8,9,11,12,13,14,15,16,17-decahydro-6H-cyclopenta[a]phenanthren-15-yl)-N-(6-methylpyridazin-3-yl)propanamide